2-hydroxy-hexadecanoic acid OC(C(=O)O)CCCCCCCCCCCCCC